C1(=CC=CC=C1)C1CC(NN1)=C1CN=CN=C1 5-(5-phenylpyrazolidin-3-ylidene)pyrimidine